2-methoxy-4-nitro-N-(p-tolyl)benzamide COC1=C(C(=O)NC2=CC=C(C=C2)C)C=CC(=C1)[N+](=O)[O-]